2-[7-[[1-[4-(hydroxymethyl)cyclohexyl]pyrazolo[3,4-d]pyrimidin-6-yl]amino]-6-methoxy-3,4-dihydro-1H-isoquinolin-2-yl]ethanol OCC1CCC(CC1)N1N=CC=2C1=NC(=NC2)NC2=C(C=C1CCN(CC1=C2)CCO)OC